N1CCC2(CC1)OC1=CC(=C(C=C1CC2)C(=O)O)C(=O)O spiro[chromane-2,4'-piperidine]-6,7-dicarboxylic acid